4-(5-amino-1-(1-(but-2-ynyl)piperidin-3-yl)imidazo[1,5-c]pyrimidin-3-yl)-N-(4-(trifluoromethyl)pyridin-2-yl)benzamide NC1=NC=CC=2N1C(=NC2C2CN(CCC2)CC#CC)C2=CC=C(C(=O)NC1=NC=CC(=C1)C(F)(F)F)C=C2